O=S1(CCC(CC1)NC1=C2C=C(N(C2=CC=C1)CC(F)(F)F)C1=CC=C(C=C1)CNC(NC1=CC=CC=C1)=O)=O 3-[(4-{4-[(1,1-dioxo-1λ6-thian-4-yl)amino]-1-(2,2,2-trifluoroethyl)-1H-indol-2-yl}phenyl)methyl]-1-phenylurea